1-Methyl-N-((7-(trifluoromethyl)-10H-phenoxazin-3-yl)methyl)-1H-1,2,4-triazole-5-carboxamide CN1N=CN=C1C(=O)NCC=1C=CC=2NC3=CC=C(C=C3OC2C1)C(F)(F)F